CC(C(O)S)O mercapto-1,2-propanediol